FC(C1=CC=CC(=N1)C(=O)NC1=CC=2N(C=C1C(=O)O)N=C(C2)CCC(C)(C)O)F 5-[[6-(difluoromethyl)pyridine-2-carbonyl]amino]-2-(3-hydroxy-3-methyl-butyl)pyrazolo[1,5-a]pyridine-6-carboxylic acid